FC=1C=C(C=C(C1)F)[C@@H]1N(OCC1)C1=CC(=NC=N1)NC=1C(=CC(=C(C1)NC(C=C)=O)N1CCC(CC1)N1C[C@@H](O[C@@H](C1)C)C)OC N-(5-((6-((R)-3-(3,5-difluorophenyl)-isoxazolidine-2-yl)pyrimidine-4-yl)amino)-2-(4-((2S,6R)-2,6-dimethylmorpholino)piperidine-1-yl)-4-methoxy-phenyl)acrylamide